C(C1=CC=CC=C1)OC(=O)NC(=N)C=1C=C(SC1)CNC(=O)[C@H]1N(C[C@@H](C1)C1CCCCC1)C(=O)OC(C)(C)C tert-butyl (2S,4S)-2-(((4-(N-((benzyloxy)carbonyl)carbamimidoyl)thiophen-2-yl)methyl)carbamoyl)-4-cyclohexylpyrrolidine-1-carboxylate